acetaminoglycine hexafluorobutylmethacrylate FC(C(F)(F)C=C(C(=O)O)C)CC(F)(F)F.N(C(=O)C)NCC(=O)O